(((S)-1-(tert-Butoxycarbonyl)pyrrolidin-3-yl)methyl)-1-(((S)-oxetan-2-yl)methyl)-1H-benzo[d]imidazole-6-carboxylic acid methyl ester COC(=O)C=1C=CC2=C(N(C(=N2)C[C@H]2CN(CC2)C(=O)OC(C)(C)C)C[C@H]2OCC2)C1